BrC1=C(CNCC(OC)OC)C=CC(=C1F)F N-(2-bromo-3,4-difluorobenzyl)-2,2-dimethoxyethane-1-amine